methyl (3S)-3-((S)-sec-butyl)-2-oxo-2,3,4,5-tetrahydro-1H-benzo[e][1,4]diazepine-5-carboxylate [C@H](C)(CC)[C@@H]1NC(C2=C(NC1=O)C=CC=C2)C(=O)OC